C(C)(C)(C)OC(=O)N1CCC(CC1)C1=CC(=NN1)C(F)(F)F.ClCC=1N=C(OC1)\C=C\C1=C(C=C(C=C1)C(F)(F)F)F (E)-4-(chloromethyl)-2-(2-fluoro-4-(trifluoromethyl)styryl)oxazole tert-butyl-4-[3-(trifluoromethyl)-1H-pyrazol-5-yl]piperidine-1-carboxylate